FC1(CN([C@@H]2[C@H]1N(N(C2)C(=O)OC(C)(C)C)C(=O)OCC2=CC=CC=C2)C(=O)OC(C)(C)C)F (cis)-1-benzyl 2,4-di-tert-butyl 6,6-difluorotetrahydropyrrolo[3,2-c]pyrazole-1,2,4(5H)-tricarboxylate